[C@@]12(C(CC[C@H](C1(C)C)C2)(C)O)O (+)-cis-Pinanediol